ICCC/C=C/CCCCCC(OCCCCCCCCCC)OCCCCCCCCCC (7E)-11-iodo-1,1-didecyloxy-7-undecene